5-(Difluoromethyl)-1-((trimethylsilyl)methyl)pyrrolidine-2-carboxamide FC(C1CCC(N1C[Si](C)(C)C)C(=O)N)F